3-(5-{[(4-Carbamimidoylphenyl)methyl](methyl)amino}-1-(3-hydroxy-2,2-dimethylpropanoyl)-1H-pyrazol-3-yl)-5-hydroxy-N,N,2-trimethylpyrrolidin-1-carboxamid C(N)(=N)C1=CC=C(C=C1)CN(C1=CC(=NN1C(C(CO)(C)C)=O)C1C(N(C(C1)O)C(=O)N(C)C)C)C